5-ethyl-1H-benzotriazole C(C)C1=CC2=C(NN=N2)C=C1